(4S,5S)-1-cyclopropyl-7-ethyl-4-(4-fluorophenyl)-6-oxo-5-(3-(trifluoromethyl)benzamido)-4,5,6,7-tetrahydro-1H-pyrazolo[3,4-b]pyridine-3-carboxylic acid C1(CC1)N1N=C(C2=C1N(C([C@H]([C@H]2C2=CC=C(C=C2)F)NC(C2=CC(=CC=C2)C(F)(F)F)=O)=O)CC)C(=O)O